2-[[4-[6-[(4-cyano-2-fluoro-phenyl)methoxy]-2-pyridyl]-2,5-difluoro-phenyl]methyl]-3-[[(2R)-pyrrolidin-2-yl]methyl]benzimidazole-5-carboxylic acid C(#N)C1=CC(=C(C=C1)COC1=CC=CC(=N1)C1=CC(=C(C=C1F)CC=1N(C2=C(N1)C=CC(=C2)C(=O)O)C[C@@H]2NCCC2)F)F